2-(3-(3-(pyridin-3-ylmethoxy)phenyl)-4-(4-sulfamoylbenzyl)-1H-pyrazol-1-yl)thiazole-4-carboxylic acid N1=CC(=CC=C1)COC=1C=C(C=CC1)C1=NN(C=C1CC1=CC=C(C=C1)S(N)(=O)=O)C=1SC=C(N1)C(=O)O